CCC(C(=O)[O-])(C)N1N=C(C(=C1)N)C methyl-(4-amino-3-methyl-1H-pyrazol-1-yl)-2-methylpropionate